2-amino-4-(4-(azetidin-3-ylsulfonyl)-2-(2-(4-methoxybenzyl)-2H-tetrazol-5-yl)-3-(N-(4-methoxybenzyl)sulfamoyl)phenyl)benzo[d]thiazole-7-carboxylic acid NC=1SC2=C(N1)C(=CC=C2C(=O)O)C2=C(C(=C(C=C2)S(=O)(=O)C2CNC2)S(NCC2=CC=C(C=C2)OC)(=O)=O)C=2N=NN(N2)CC2=CC=C(C=C2)OC